(S)-1-cyano-N-(6-(1-(1-methylpiperidin-4-yl)-1H-pyrazol-4-yl)benzo[d]thiazol-2-yl)pyrrolidine-3-carboxamide C(#N)N1C[C@H](CC1)C(=O)NC=1SC2=C(N1)C=CC(=C2)C=2C=NN(C2)C2CCN(CC2)C